5-nitro-1H-pyrazole-3-carboxylic acid [N+](=O)([O-])C1=CC(=NN1)C(=O)O